CC1=CN=C(S1)C=1C=C(C(=O)O)C=C(C1)OCCN1N=CN=C1 3-(5-Methylthiazol-2-yl)-5-[2-(1,2,4-triazol-1-yl)ethoxy]benzoic acid